3-(5-((3-methyl-4-((3-morpholinoazetidin-1-yl)methyl)benzyl)amino)-4-oxobenzo[d][1,2,3]triazin-3(4H)-yl)piperidine-2,6-dione CC=1C=C(CNC2=CC=CC=3N=NN(C(C32)=O)C3C(NC(CC3)=O)=O)C=CC1CN1CC(C1)N1CCOCC1